1-(3-methyltetrahydrofuran-3-yl)-6-oxo-1,6-dihydropyridine-3-carboxylate CC1(COCC1)N1C=C(C=CC1=O)C(=O)[O-]